N-(2-(7-cyclopropyl-3-methylnaphthalen-1-yl)ethyl)acetamide C1(CC1)C1=CC=C2C=C(C=C(C2=C1)CCNC(C)=O)C